ClC1=CC=C(C=C1)C(N1C[C@@H](N(C[C@H]1C)C1=CC(N(C=2C=CC(=NC12)C#N)C)=O)C)C1=C(C=C(C=C1)F)CC 8-[(2S,5R)-4-[(4-chlorophenyl)(2-ethyl-4-fluorophenyl)methyl]-2,5-dimethylpiperazin-1-yl]-5-methyl-6-oxo-5,6-dihydro-1,5-naphthyridine-2-carbonitrile